S(=O)(=O)(O)C1=CC=C(C)C=C1.C(C(=C)C)(=O)NCCC[Si](OCC)(OCC)OCC 3-methacrylamidopropyltriethoxysilane tosylat